4-[5-(4-benzyl-6-chloro-2-oxo-1H-quinolin-3-yl)-3-(4-fluorophenyl)-3,4-dihydropyrazol-2-yl]-4-oxo-butanoic acid C(C1=CC=CC=C1)C1=C(C(NC2=CC=C(C=C12)Cl)=O)C=1CC(N(N1)C(CCC(=O)O)=O)C1=CC=C(C=C1)F